BrC1=C(C(=CC(=C1)Cl)C)NC(=O)[C@@H]1CN(CC1)C(=O)OC(C)(C)C tert-butyl (S)-3-((2-bromo-4-chloro-6-methylphenyl)carbamoyl)pyrrolidine-1-carboxylate